NC(C(=O)O)CCCC(=O)O alphA-Amino-adipic acid